C(C1=CC=CC=C1)(=O)NC1=CC=CC=C1 Benzoyl-aniline